ClC=1C(NC(NC1CC=1NC=CN1)=O)=O 5-chloro-6-(1-imidazolylmethyl)uracil